NC=1NC(=NN1)C(=O)O 5-amino-4H-1,2,4-triazole-3-carboxylic acid